BrC1=CN=C(C(=C1C(=O)O)CBr)Cl.FC1=CC=C(C=C1)B1OB(OB(O1)C1=CC=C(C=C1)F)C1=CC=C(C=C1)F 2,4,6-tris(4-fluorophenyl)boroxine 5-bromo-3-(bromomethyl)-2-chloroisonicotinate